S1C=C(C=C1)C=1C=NC=2C=C3C(=CC2C1)OCO3 7-Thiophen-3-yl-[1,3]dioxolo[4,5-g]quinoline